E-vinylsilane C(=C)[SiH3]